C(C#C)OCCCCCCCOCC#C 1,7-bis(prop-2-yn-1-yloxy)heptane